C1(CC1)N1C=C(C(=CC1=O)NC1[C@@H]2CN(C[C@H]12)C)C(=O)N[C@H](C)C1=C(C(=CC=C1)C(F)F)F 1-cyclopropyl-N-((R)-1-(3-(difluoromethyl)-2-fluorophenyl)ethyl)-4-(((1R,5S,6s)-3-methyl-3-azabicyclo[3.1.0]hexan-6-yl)amino)-6-oxo-1,6-dihydropyridine-3-carboxamide